[Pb].[K].[Bi] bismuth potassium-lead